2-amino-N-((1R)-2,2-dimethylcyclopropyl)-3-methyl-N-((5-(trifluoromethyl)-2-pyridinyl)methyl)-6-quinolinecarboxamide NC1=NC2=CC=C(C=C2C=C1C)C(=O)N(CC1=NC=C(C=C1)C(F)(F)F)[C@H]1C(C1)(C)C